C(C)(C)(C)OC(=O)N1CCC(CC1)CNC(=O)NC 4-((3-methylureido)methyl)piperidine-1-carboxylic acid tert-butyl ester